(R)-4-(((R/S)-1-(3-((R/S)-1,1-difluoro-2,3-dihydroxy-2-methylpropyl)-2-fluorophenyl)ethyl)amino)-8-methoxy-2,6,8-trimethyl-6,8-dihydro-7H-pyrrolo[2,3-g]quinazolin-7-one FC([C@](CO)(C)O)(F)C=1C(=C(C=CC1)[C@@H](C)NC1=NC(=NC2=CC3=C(C=C12)N(C([C@]3(C)OC)=O)C)C)F |&1:2,14|